ONC(CCCCCN1C(C2=C(C(=C(C(=C2C1=O)Cl)Cl)Cl)Cl)=O)=O 6-(4,5,6,7-tetrachloro-1,3-dioxo-1,3-dihydro-isoindol-2-yl)hexanoic acid hydroxyamide